2-(3-bromopyridin-4-yl)-3-((3-chloro-2-methoxyphenyl)amino)-1,5,6,7-tetrahydro-4H-pyrrolo[3,2-c]pyridin-4-one BrC=1C=NC=CC1C1=C(C=2C(NCCC2N1)=O)NC1=C(C(=CC=C1)Cl)OC